3-(1-oxo-4-((5-((5-(4,4,5,5-tetramethyl-1,3,2-dioxaborolan-2-yl)pyridin-2-yl)oxy)pentyl)oxy)isoindolin-2-yl)piperidine-2,6-dione O=C1N(CC2=C(C=CC=C12)OCCCCCOC1=NC=C(C=C1)B1OC(C(O1)(C)C)(C)C)C1C(NC(CC1)=O)=O